NC1=CC=C(C=C1)C(C(F)(F)F)(C1=CC=C(C=C1)C#C)C1=CC=C(C=C1)N 1,1-bis(4-aminophenyl)-1-(4-ethynylphenyl)-2,2,2-trifluoroethane